5-(3-(cyclopropylmethoxy)-4-(difluoromethoxy)phenyl)-3-oxopentanoic acid ethyl ester C(C)OC(CC(CCC1=CC(=C(C=C1)OC(F)F)OCC1CC1)=O)=O